C[C@H]([C@H](CCC)O)O (2R,3S)-2,3-hexanediol